2-(4-bromo-2-methoxy-anilino)-N-(2,6-dimethylphenyl)-5,6-dihydropyrimido[4,5-e]indolizine-7-carboxamide BrC1=CC(=C(NC=2N=CC3=C(N4C=CC(=C4CC3)C(=O)NC3=C(C=CC=C3C)C)N2)C=C1)OC